(N-[4-amino-5-[3-[[(1-methylcyclopentyl)amino]methyl]isoxazole-5-carbonyl]thiazol-2-yl]-4-fluoro-anilino)propanamide NC=1N=C(SC1C(=O)C1=CC(=NO1)CNC1(CCCC1)C)N(C1=CC=C(C=C1)F)C(C(=O)N)C